β-D-ribofuranosyl-2(1H)-pyrimidinone [C@@H]1([C@H](O)[C@H](O)[C@H](O1)CO)N1C(N=CC=C1)=O